(4-isopropenylphenyl)triethoxysilane C(=C)(C)C1=CC=C(C=C1)[Si](OCC)(OCC)OCC